ClC=1C=C2CC(N(C2=CC1)CC(=O)NC1=CC(=CC=C1)F)=O 2-(5-chloro-2-oxo-2,3-dihydro-1H-indol-1-yl)-N-(3-fluorophenyl)acetamide